NCCOC1=C(C=C(C(=O)O)C=C1)OC 4-(2-aminoethoxy)-3-methoxybenzoic acid